ClC1=NC(=C2C(=N1)N(N=C2C)C2CCCC2)NCC2=CC=C(C=C2)F 6-chloro-1-cyclopentyl-N-[(4-fluorophenyl)methyl]-3-methyl-1H-pyrazolo[3,4-d]pyrimidin-4-amine